C(C)(C)(C)OC(=O)N1CC(C2=C(CC1)C=CC=C2)OC2=NC(=NC(=C2)C2=C(C=CC=C2C)C)NS(=O)(=O)C=2C=C(C(=O)O)C=CC2 3-[[4-[(3-tert-butoxycarbonyl-1,2,4,5-tetrahydro-3-benzazepin-5-yl)oxy]-6-(2,6-dimethylphenyl)pyrimidin-2-yl]sulfamoyl]benzoic acid